CN(C1=CC=C(C=C1)C(=CC1(OC(=O)C2=C(C(=C(C(=C12)Cl)Cl)Cl)Cl)C=C(C1=CC=C(C=C1)N(C)C)C1=CC=C(C=C1)OC)C1=CC=C(C=C1)OC)C 3,3-bis[1-(4-dimethylaminophenyl)-1-(4-methoxyphenyl)ethen-2-yl]-4,5,6,7-tetrachlorophthalide